9,10-dioxo-9,10-dihydroanthracene-2-diazonium tetrafluoroborate F[B-](F)(F)F.O=C1C2=CC=CC=C2C(C=2C=CC(=CC12)[N+]#N)=O